2-(2-(4,5-dibromo-2H-1,2,3-triazol-2-yl)ethyl)isoindoline-1,3-dione BrC1=NN(N=C1Br)CCN1C(C2=CC=CC=C2C1=O)=O